C(C)N1C(=S)N(C(=O)CC1=O)CC 1,3-Diethyl-2-Thiobarbituric Acid